CC1C=2N(CCN1)C=CC2 1-methyl-1,2,3,4-tetrahydropyrrolo[1,2-a]pyrazine